tri-(tert-butylperoxy)triazine C(C)(C)(C)OOC1=C(C(=NN=N1)OOC(C)(C)C)OOC(C)(C)C